NC1=NC=CC=C1C1=NC=2C(=NC(=CC2C2CC2)N2N=CC=C2)N1C=1C=C2CC[C@@H](C2=CC1)NC(C1=CC(=C(C=C1)OCC1=CC=C(C=C1)OC)C1OCCO1)=O N-[(1S)-5-[2-(2-aminopyridin-3-yl)-7-cyclopropyl-5-(pyrazol-1-yl)imidazo[4,5-b]pyridin-3-yl]-2,3-dihydro-1H-inden-1-yl]-3-(1,3-dioxolan-2-yl)-4-[(4-methoxyphenyl)methoxy]benzamide